1,10-Phenanthroline-2-carbaldehyde N1=C(C=CC2=CC=C3C=CC=NC3=C12)C=O